2-(4,4-Difluorocyclohexyl)-8-(1-hydroxyethyl)-6-methyl-chromen-4-one FC1(CCC(CC1)C=1OC2=C(C=C(C=C2C(C1)=O)C)C(C)O)F